CC1=NC(=NO1)C(=O)Cl 5-Methyl-1,2,4-oxadiazole-3-carbonyl chloride